ClC1=CC=C(C(=N1)F)C(CC=C)O 1-(6-chloro-2-fluoropyridin-3-yl)but-3-en-1-ol